5-(3-(1-ethyl-1H-pyrazol-4-yl)phenyl)-1H-pyrazine-3-carboxylic acid C(C)N1N=CC(=C1)C=1C=C(C=CC1)C=1N=C(CNC1)C(=O)O